glutathione bicarbonate C(O)(O)=O.N[C@H](C(=O)O)CCC(=O)N[C@@H](CS)C(=O)NCC(=O)O